C1(=CC=CC=C1)N(C(OC(C)(C(C)(C)OC(N(C1=CC=CC=C1)C1=CC=CC=C1)=O)C)=O)C1=CC=CC=C1 2,3-dimethylbutane-2,3-diyl bis(diphenylcarbamate)